ClC=1C=CC(=C(C1)N1CC(N(CC1=O)[C@@H](C(=O)NC1=CC(=C(C(=O)N)C=C1)F)CC1=CC=CC=C1)=O)N1N=NC(=C1)Cl (R)-4-(2-(4-(5-chloro-2-(4-chloro-1H-1,2,3-triazol-1-yl)phenyl)-2,5-dioxopiperazin-1-yl)-3-phenylpropanamido)-2-fluorobenzamide